Cl.Cl.ClC1=CC=C(C=C1)C1=CC=C(O1)\C=N\N1C(N(C(C1)=O)CCCCN1CCN(CC1)C)=O (E)-1-[[[5-(4-chlorophenyl)-2-furanyl]methylene]amino]-3-[4-(4-methyl-1-piperazinyl)butyl]-2,4-imidazolidinedione dihydrochloride